N'-(5-chloro-2-hydroxybenzylidene)-2-(3-fluorophenoxy)propionyl-hydrazine ClC=1C=CC(=C(C=NNC(C(C)OC2=CC(=CC=C2)F)=O)C1)O